(4S)-7,8-dichloro-6-(2,6-difluorophenyl)-4-methyl-1-pyridazin-3-yl-4H-[1,2,4]Triazolo[4,3-a][1,4]Benzodiazepine ClC1=C(C=CC2=C1C(=N[C@H](C=1N2C(=NN1)C=1N=NC=CC1)C)C1=C(C=CC=C1F)F)Cl